C(C)(=O)C1=CC(=C(COC2=CC=CC(=N2)C=2CCN(CC2)CC2=NC3=C(N2C[C@H]2OCC2)C=C(C=C3)C(=O)[O-])C=C1)Cl (S)-2-((6-((4-acetyl-2-chlorobenzyl)oxy)-3',6'-dihydro-[2,4'-bipyridin]-1'(2'H)-yl)methyl)-1-(oxetan-2-ylmethyl)-1H-benzo[d]imidazole-6-carboxylate